O[C@H]1C[C@@H]2COC3=C(C(N2C1)=O)C(=CC(=C3)C)OC(C)C (2S,11aR)-2-hydroxy-6-isopropoxy-8-methyl-2,3,11,11a-tetrahydro-1H,5H-benzo[f]pyrrolo[2,1-c][1,4]oxazepin-5-one